O1C(=CC=C1)C1OCCCC1 2-(2-furyl)-tetrahydropyran